CC(COC(=O)CCCC(C(=O)OC1CC(N(C(C1)(C)C)C)(C)C)(C(=O)OC1CC(N(C(C1)(C)C)C)(C)C)C(=O)OC1CC(N(C(C1)(C)C)C)(C)C)(C)C1OCC2(CO1)COC(OC2)C(COC(=O)CCCC(C(=O)OC2CC(N(C(C2)(C)C)C)(C)C)(C(=O)OC2CC(N(C(C2)(C)C)C)(C)C)C(=O)OC2CC(N(C(C2)(C)C)C)(C)C)(C)C 3,9-bis[1,1-dimethyl-2-{tris(1,2,2,6,6-pentamethyl-4-piperidyl-oxycarbonyl)butylcarbonyloxy}ethyl]-2,4,8,10-tetraoxaspiro[5.5]undecane